1-methyl-3-phenylimidazolium tetrafluoroborate F[B-](F)(F)F.CN1C=[N+](C=C1)C1=CC=CC=C1